BrC1=C(C=C(C=C1)F)/C=C/C(=O)NNC(\C=C\C1=C(C=CC(=C1)F)Br)=O (E)-3-(2-bromo-5-fluorophenyl)-N'-((E)-3-(2-bromo-5-fluorophenyl)acryloyl)acrylohydrazide